C(C)(C)(C)C=1C=C(C=CC1F)C1CC(C1)N(C(=O)C1CC2(C1)NC(OC2)=O)C (2s,4s)-N-((1s,3s)-3-(3-(tert-butyl)-4-fluorophenyl)cyclobutyl)-N-methyl-6-oxo-7-oxa-5-azaspiro[3.4]octane-2-carboxamide